ClC1=NC=C(C(=N1)NC1=C(C2=C(S1)CCCC2)C(=O)OC)F methyl 2-(2-chloro-5-fluoropyrimidin-4-ylamino)-4,5,6,7-tetrahydrobenzo[b]thiophene-3-carboxylate